ethyl (11S)-13-(2,6-difluorophenyl)-11-methyl-10-oxo-7-thia-9,12-diazatricyclo[6.5.0.02,6]trideca-1(8),2(6),12-triene-5-carboxylate FC1=C(C(=CC=C1)F)C1=N[C@H](C(NC=2SC=3C(CCC3C12)C(=O)OCC)=O)C